3-cyclopropyl-5-(1-(cyclopropylmethyl)piperidin-4-yl)-2-(2,6-dimethylpyridin-4-yl)-1H-indole C1(CC1)C1=C(NC2=CC=C(C=C12)C1CCN(CC1)CC1CC1)C1=CC(=NC(=C1)C)C